C(C)(C)(C)OC(=O)N1CCC2(CN(C2)C([C@@H](C)NC(C)=O)=O)CC1 (R)-2-(2-acetamidopropionyl)-2,7-diazaspiro[3.5]nonane-7-carboxylic acid tert-butyl ester